C(C)(C)N(C(C)C)[SiH](C(F)(F)F)N(C(C)C)C(C)C bis-diisopropylamino-trifluoromethyl-silane